FC1(CC12CCC(CC2)CN(C2=C(C(=NC=N2)NC[C@@H]2[C@H](CN(CC2)CC(=O)N)O)F)CC)F ((3R,4R)-4-(((6-(((1,1-difluorospiro[2.5]octan-6-yl)methyl)(ethyl)amino)-5-fluoropyrimidin-4-yl)amino)methyl)-3-hydroxypiperidin-1-yl)acetamide